CC1COC2=C(C(N1)=O)C=CC=C2[N+](=O)[O-] 3-methyl-9-nitro-3,4-dihydrobenzo[f][1,4]oxazepin-5(2H)-one